n-decanolate C(CCCCCCCCC)[O-]